(R)-5-(5-methyl-3-((1-(methyl-d3)piperidin-3-yl)amino)-1,2,4-triazin-6-yl)benzothiophene-4-ol CC=1N=C(N=NC1C1=CC=C2C(C=CS2)=C1O)N[C@H]1CN(CCC1)C([2H])([2H])[2H]